2,3,4,5-tetrahydropyrido[2,3-f][1,4]thiazepine S1CCNCC2=C1C=CC=N2